C(CCCCCCCCCCCCCCC=CCCCCCCC)(=O)O 16-Tetracosenoic acid